C1(CC1)C1=NC(=CC(=C1)C1=C(C=C(C#N)C=C1)C=1N=NC=CC1C)N1C(C2=C(C(=C1)C1CC1)C=C(N2)CNC2(CCC2)CO)=O 4-[2-Cyclopropyl-6-[4-cyclopropyl-2-[[[1-(hydroxymethyl)cyclobutyl]amino]methyl]-7-oxo-1H-pyrrolo[2,3-c]pyridin-6-yl]pyridin-4-yl]-3-(4-methylpyridazin-3-yl)benzonitrile